FC=1C=CC(=C(C(=O)N(C(C)C)C(C)C)C1)OC1=C(N=CN=N1)N1CC2(CN(C2)[C@H](C(C)C)CCCNCCOC)CC1 (S)-5-fluoro-N,N-diisopropyl-2-((5-(2-(6-((2-methoxyethyl)amino)-2-methylhexan-3-yl)-2,6-diazaspiro[3.4]octan-6-yl)-1,2,4-triazin-6-yl)oxy)benzamide